[1,1-dimethyl]benzene 1-cyclopropyl-3-methyl-pyrazole-4-carboxylate C1(CC1)N1N=C(C(=C1)C(=O)O)C.CC1(CC=CC=C1)C